3-({[(1R)-5-[methyl-(4-methylphenyl)amino]-2,3-dihydro-1H-inden-1-yl]methyl}amino)pyridine-4-carboxylic acid CN(C=1C=C2CC[C@H](C2=CC1)CNC=1C=NC=CC1C(=O)O)C1=CC=C(C=C1)C